CC1(CC1)NS(=O)(=O)C=1C=CC(=C(C(=O)N)C1)NCC#C 5-(N-(1-methylcyclopropyl)sulfamoyl)-2-(prop-2-yn-1-ylamino)benzamide